3-NITROPHENYLISOCYANIDE [N+](=O)([O-])C=1C=C(C=CC1)[N+]#[C-]